(2E)-1-{2-[4-(difluoromethoxy)phenyl]-3-(pyridin-4-yl)-6,7-dihydropyrazolo[1,5-a]pyrazin-5(4H)-yl}-4-(dimethylamino)but-2-en-1-one FC(OC1=CC=C(C=C1)C1=NN2C(CN(CC2)C(\C=C\CN(C)C)=O)=C1C1=CC=NC=C1)F